3-(p-tert-butylphenyl)-propionaldehyde C(C)(C)(C)C1=CC=C(C=C1)CCC=O